2-(2-chlorophenyl)-N-[4-(5-chloropyridin-2-yl)-3-{[(dimethylamino)methylene]sulfamoyl}-phenyl]acetamide Iron (ii) tartrate C(=O)([O-])C(O)C(O)C(=O)[O-].[Fe+2].ClC1=C(C=CC=C1)CC(=O)NC1=CC(=C(C=C1)C1=NC=C(C=C1)Cl)S(N=CN(C)C)(=O)=O